2-(4-(4-(aminomethyl)-1-oxo-1,2-dihydrophthalazin-6-yl)-1-methyl-1H-pyrazol-5-yl)-6-cyclobutoxybenzonitrile NCC1=NNC(C2=CC=C(C=C12)C=1C=NN(C1C1=C(C#N)C(=CC=C1)OC1CCC1)C)=O